2-((1-methyl-1H-imidazol-5-yl)methyl)pentyl pivalate C(C(C)(C)C)(=O)OCC(CCC)CC1=CN=CN1C